1-(1H-indol-3-yl)ethan-1-amine N1C=C(C2=CC=CC=C12)C(C)N